FC1=C(C(=C(C(=C1F)NC(=O)C=1C(=NN2C1C=CC=C2)OCOP(=O)(O)[O-])F)F)C2=CC=CC=C2.N[C@H](CCCC[NH3+])C(=O)O (R)-5-amino-5-carboxypentan-1-aminium ((3-((2,3,5,6-tetrafluoro-[1,1'-biphenyl]-4-yl)carbamoyl)pyrazolo[1,5-a]pyridin-2-yl)oxy)methyl-hydrogenphosphate